N-(trans-4-fluoropiperidin-3-yl)-7-(2-(2,2,2-trifluoroethoxy)phenyl)benzofuran-2-carboxamide F[C@H]1[C@@H](CNCC1)NC(=O)C=1OC2=C(C1)C=CC=C2C2=C(C=CC=C2)OCC(F)(F)F